tert-butyl N-{2-methoxy-4H,5H,6H-cyclopenta[b]thiophen-3-yl}carbamate COC1=C(C2=C(S1)CCC2)NC(OC(C)(C)C)=O